C(C)(C)(C)OC(=O)N1CCC(CC1)C(C=1C=CC2=C(SC(=C2)C(=O)O)C1)O 6-((1-(tert-Butoxycarbonyl)piperidin-4-yl)(hydroxy)methyl)benzo[b]thiophene-2-carboxylic acid